4-(2,5-difluorophenyl)-2-(4-fluorocyclohexyl)pyridin-3-amine FC1=C(C=C(C=C1)F)C1=C(C(=NC=C1)C1CCC(CC1)F)N